7-isopropoxy-2-(1-methyl-2-oxabicyclo[2.1.1]hexan-4-yl)-N-(1-((1S,2S)-2-methylcyclopropyl)-2-oxo-1,2-dihydropyridin-3-yl)imidazo[1,2-a]pyrimidine-6-carboxamide C(C)(C)OC1=NC=2N(C=C1C(=O)NC=1C(N(C=CC1)[C@@H]1[C@H](C1)C)=O)C=C(N2)C21COC(C2)(C1)C